4-(6-(3,8-diazabicyclo[3.2.1]oct-3-yl)pyridin-3-yl)-6-(1-methyl-1H-pyrazol-4-yl)pyrazolo[1,5-a]pyridine-3-carbonitrile dihydrochloride Cl.Cl.C12CN(CC(CC1)N2)C2=CC=C(C=N2)C=2C=1N(C=C(C2)C=2C=NN(C2)C)N=CC1C#N